C1(=CC=CC=C1)[C@H](CO)NC1=CC=CC=C1 (R)-2-phenyl-2-(N-phenyl)aminoethanol